C(C)N(CC)CC.FC=1C(N(C(N(C1)[C@H]1C[C@@H]2OP(OC[C@H]2O1)([O-])=O)=O)COC(=O)OC(C)C)=O (4aR,6R,7aS)-6-(5-fluoro-3-(((isopropoxycarbonyl)oxy)methyl)-2,4-dioxo-3,4-dihydropyrimidin-1(2H)-yl)tetrahydro-4H-furo[3,2-d][1,3,2]dioxaphosphinin-2-olate 2-oxide triethylamine salt